N2,N5-bis(5-methylhexan-2-yl)pyrimidine-2,5-diamine CC(CCC(C)NC1=NC=C(C=N1)NC(C)CCC(C)C)C